(1S,2S,4R)-1,7,7-trimethylbicyclo[2.2.1]heptan CC12CCC(CC1)C2(C)C